[Si](C)(C)(C(C)(C)C)OCCCC1=C(C(=CC=C1C=1C=NC=CC1)N)N (3-[[tert-butyl(dimethyl)silyl]oxy]propyl)-4-(pyridin-3-yl)benzene-1,2-diamine